tert-butyl ((3aS,4R,7S,7aR)-2,2-dimethyl-4-((4-methylpiperazin-1-yl)methyl)tetrahydro-4H-[1,3]dioxolo[4,5-c]pyran-7-yl)carbamate CC1(O[C@H]2[C@H]([C@H](OC[C@@H]2NC(OC(C)(C)C)=O)CN2CCN(CC2)C)O1)C